The molecule is the meso-isomer of 2,6-diaminopimelic acid. It is a key constituent of bacterial peptidoglycan and is often found in human urine due to the breakdown of the gut microbes. It has a role as a human metabolite. It is a conjugate acid of a meso-2,6-diaminopimelate(2-). It is a tautomer of a meso-2,6-diaminopimelic acid dizwitterion. C(C[C@H](C(=O)O)N)C[C@@H](C(=O)O)N